2,3-dichloro-2'-methyl-spiro[4,5-dihydrothieno[2,3-c]pyran-7,4'-piperidin]-4-ol ClC1=C(C2=C(S1)C1(CC(NCC1)C)OCC2O)Cl